C(C1CO1)OCCC[Si](O[Si](CCCOCC1CO1)(C)C)(C)C 1,3-Bis(glycidyloxypropyl)-tetramethyldisiloxane